2-cyanoethyl ((1s,4s)-4-((1,7-dioxo-4-(3-oxo-3-(prop-2-yn-1-ylamino) propyl)-1,7-bis(prop-2-yn-1-ylamino) hept-4-yl) carbamoyl) cyclohexyl) diisopropylphosphoramidite C(C)(C)N(P(OCCC#N)OC1CCC(CC1)C(NC(CCC(NCC#C)=O)(CCC(NCC#C)=O)CCC(NCC#C)=O)=O)C(C)C